2-(3,3-difluoro-1-methylcyclobutyl)-N-(2-(ethylthio)-4-(6-fluoro-3,4-dihydroisoquinoline-2(1H)-yl)-6-methylphenyl)acetamide FC1(CC(C1)(C)CC(=O)NC1=C(C=C(C=C1C)N1CC2=CC=C(C=C2CC1)F)SCC)F